butyl (1S,2S,5R)-2-((S)-1-hydroxyethyl)-3,8-diazabicyclo[3.2.1]octane-8-carboxylate O[C@@H](C)[C@@H]1[C@@H]2CC[C@H](CN1)N2C(=O)OCCCC